N-methyl-9,12,15,33-tetraoxa-3,21,23,27,31-pentazahexacyclo[20.6.2.12,5.14,8.116,20.025,29]tritriaconta-1(28),2,4,6,8(32),16(31),17,19,22(30),23,25(29),26-dodecaen-26-amine CNC=1C=2C=NC=3NC4=CC=CC(OCCOCCOC=5C=CC6=C(N=C(C(=CN1)C2C3)O6)C5)=N4